C1(CCCCC1)C=1C=C2C(C=C(OC2=CC1)C1=CC(=C(C=C1)O)O)=O 6-Cyclohexyl-2-(3,4-dihydroxyphenyl)-4H-chromen-4-one